3-(6-Cyclopropyl-5,7-difluoro-4-oxo-1,4-dihydroquinolin-2-yl)-4-(methylsulfonyl)benzonitrile C1(CC1)C=1C(=C2C(C=C(NC2=CC1F)C=1C=C(C#N)C=CC1S(=O)(=O)C)=O)F